n-pentadecyl-cycloundecane C(CCCCCCCCCCCCCC)C1CCCCCCCCCC1